C(C=C)(=O)NC1=C(C2=C(C(N(C(C2)C)C(=O)OC(C)(C)C)C)S1)C=1SC2=C(N1)C=CC=C2 tert-Butyl 2-acrylamido-3-(benzo[d]thiazol-2-yl)-5,7-dimethyl-4,7-dihydrothieno[2,3-c]pyridine-6(5H)-carboxylate